N-[(2R)-2-(hydroxymethyl)-2,7-dimethyl-6-morpholino-3H-benzofuran-5-yl]pyrazolo[1,5-a]pyrimidine-3-carboxamide OC[C@@]1(OC2=C(C1)C=C(C(=C2C)N2CCOCC2)NC(=O)C=2C=NN1C2N=CC=C1)C